3-(6-fluoro-1H-benzoimidazol-2-yl)-5-nitro-1H-indazole FC=1C=CC2=C(NC(=N2)C2=NNC3=CC=C(C=C23)[N+](=O)[O-])C1